trans-3-(4-(6-methylpyridin-2-yl)-3-(trifluoromethyl)-1H-pyrazol-1-yl)cyclobutane-1-carbaldehyde CC1=CC=CC(=N1)C=1C(=NN(C1)[C@@H]1C[C@H](C1)C=O)C(F)(F)F